potassium sodium niobium lithium [Li].[Nb].[Na].[K]